ClC=1C=C2C(=C(C(NC2=CC1)=O)C1=NN(C(C1)C1=CC=C2C=CN(C2=C1)C)C(CC)=O)C 6-Chloro-4-methyl-3-(5-(1-methyl-1H-indol-6-yl)-1-propionyl-4,5-dihydro-1H-pyrazol-3-yl)quinolin-2(1H)-one